O([C@H]1[C@H](O)[C@@H](O)[C@H](O)CO1)C Methyl β-D-xylopyranoside